COC1=C(CC2=C(C=CC=C2C=O)C2=CC=CC=C2)C(=CC(=C1)OC)OC 2,4,6-trimethoxybenzyl-(1,1'-biphenyl)-3-carbaldehyde